4,7,7-trimethyl-6-thiabicyclo[3.2.1]oct-3-ene CC1=CCC2C(SC1C2)(C)C